3-methylenethiophene-2,5-dinitrile C=C1C(SC(=C1)C#N)C#N